COC(N[C@@H](CC\C=C\C(=O)N(C)C)C(NC=1C(N(C=CC1)CC1=NC2=C(N1)C=C(C=C2CC2CC2)F)=O)=O)=O Methyl-N-[(E,1S)-1-[[1-[[4-(cyclopropylmethyl)-6-fluoro-1H-benzimidazol-2-yl]methyl]-2-oxo-3-pyridyl]carbamoyl]-6-(dimethylamino)-6-oxo-hex-4-enyl]carbamat